2-(4-(difluoromethoxy)-6-methoxypyrimidin-5-yl)-4-(4-(1-ethyl-4-(trifluoromethyl)-1H-imidazol-2-yl)benzyl)-6,7-dihydro-[1,2,4]triazolo[1,5-a]pyrimidin-5(4H)-one FC(OC1=NC=NC(=C1C1=NN2C(N(C(CC2)=O)CC2=CC=C(C=C2)C=2N(C=C(N2)C(F)(F)F)CC)=N1)OC)F